[Pb].N1N=NN=C1 tetrazole lead